tert-butyl 4-[3-[2-[5-[(3R)-3-(tert-butoxycarbonylamino)pyrrolidin-1-yl]sulfonyl-3-methyl-indol-1-yl]propanoylamino]-4-methyl-phenyl]piperazine-1-carboxylate C(C)(C)(C)OC(=O)N[C@H]1CN(CC1)S(=O)(=O)C=1C=C2C(=CN(C2=CC1)C(C(=O)NC=1C=C(C=CC1C)N1CCN(CC1)C(=O)OC(C)(C)C)C)C